O1CCN(CC1)C1=CC=C(C=C1)C1=CC(=CC=C1)C(=O)[O-] 4'-morpholino-[1,1'-biphenyl]-3-carboxylate